CS(=O)(=O)C=1C=C(C=O)C=CC1 3-(methylsulfonyl)benzaldehyde